1,3-dimethyl-3-(N,N-dimethylaminosulfonylmethyl)-2-oxo-5,7-difluoroindole CN1C(C(C2=CC(=CC(=C12)F)F)(CS(=O)(=O)N(C)C)C)=O